6-aminohexyl carbamate hydrochloride Cl.C(N)(OCCCCCCN)=O